(S)-4-(7-(6-chloropyrimidin-4-yl)-5-cyclopropyl-7H-pyrrolo[2,3-d]pyrimidin-4-yl)-3-methylpiperazine-1-carboxylic acid tert-butyl ester C(C)(C)(C)OC(=O)N1C[C@@H](N(CC1)C=1C2=C(N=CN1)N(C=C2C2CC2)C2=NC=NC(=C2)Cl)C